1-(bicyclo[1.1.1]pent-1-yl)-4-chloro-6-cyclopropyl-1H-pyrazolo[3,4-d]pyrimidine C12(CC(C1)C2)N2N=CC=1C2=NC(=NC1Cl)C1CC1